tert-butyl 2-(1-(3-chloro-4-(dimethylcarbamoyl)phenyl) piperidin-4-yl)-2,7-diazaspiro[3.5]nonane-7-carboxylate ClC=1C=C(C=CC1C(N(C)C)=O)N1CCC(CC1)N1CC2(C1)CCN(CC2)C(=O)OC(C)(C)C